N-(5-((2-fluoroethyl)sulfonyl)-1,3,4-thiadiazole-2-yl)-2-(trifluoromethyl)benzamide FCCS(=O)(=O)C1=NN=C(S1)NC(C1=C(C=CC=C1)C(F)(F)F)=O